(6R)-3-(5-fluoro-2-(2,2,2-trifluoroethoxy)pyridin-4-yl)-1-(3-hydroxy-3-methylbutan-2-yl)-4,5,6,7-tetrahydro-1H-indazole-6-carboxylic acid FC=1C(=CC(=NC1)OCC(F)(F)F)C1=NN(C=2C[C@@H](CCC12)C(=O)O)C(C)C(C)(C)O